FC1=C2CCC(N(C2=CC=C1C1=NNC=C1COC1CN(C1)C(=O)C=1C=NN(C1)C)C)=O 5-Fluoro-1-methyl-6-[4-[[1-(1-methylpyrazol-4-carbonyl)azetidin-3-yl]oxymethyl]-1H-pyrazol-3-yl]-3,4-dihydrochinolin-2-on